2-((1R,7S,8r)-4-((2-(3,5-dichlorophenyl)-6-((2-(4-methylpiperazin-1-yl)pyrimidin-5-yl)oxy)pyridin-4-yl)methyl)-4-azabicyclo[5.1.0]octan-8-yl)acetic acid ClC=1C=C(C=C(C1)Cl)C1=NC(=CC(=C1)CN1CC[C@H]2C([C@H]2CC1)CC(=O)O)OC=1C=NC(=NC1)N1CCN(CC1)C